COCCOC1=CC=C2C(=N1)SC(=N2)N 5-(2-methoxyethoxy)thiazolo[5,4-b]pyridin-2-amine